rac-(1S*,2S*)-N-(1-(4-((1H-pyrazol-1-yl)methyl)benzyl)-1H-imidazol-4-yl)-2-(3-chlorophenyl)cyclopropane-1-carboxamide N1(N=CC=C1)CC1=CC=C(CN2C=NC(=C2)NC(=O)[C@@H]2[C@H](C2)C2=CC(=CC=C2)Cl)C=C1 |r|